C(C)(C)(C)N1N=C(C(=C1C)O)C1=CC(=CC=C1)CC 1-(tert-butyl)-5-methyl-3-(3-Ethylphenyl)-pyrazole-4-ol